N4-[1-(4-cyanobenzyl)-5-methyl-3-(trifluoromethyl)-1H-pyrazol-4-yl]-7-fluoroquinoline-2,4-dicarboxamide C(#N)C1=CC=C(CN2N=C(C(=C2C)NC(=O)C2=CC(=NC3=CC(=CC=C23)F)C(=O)N)C(F)(F)F)C=C1